N1-(4-(tert-butyl)-3-chlorophenyl)cyclohexane-1,4-diamine C(C)(C)(C)C1=C(C=C(C=C1)NC1CCC(CC1)N)Cl